BrC1=CC=C(O1)C(C)=O 1-(5-bromofuran-2-yl)ethane-1-one